manganese(III) tetraphenylporphyrin acetate C(C)(=O)[O-].C1(=CC=CC=C1)C1=C2C=CC(C(=C3C=CC(=C(C=4C=CC(=C(C5=CC=C1N5)C5=CC=CC=C5)N4)C4=CC=CC=C4)N3)C3=CC=CC=C3)=N2.[Mn+3].C(C)(=O)[O-].C(C)(=O)[O-]